[6-(3-cyclopropyl-1H-1,2,4-triazol-5-yl)-2-azaspiro[3.3]heptan-2-yl]-[6-[[6-isopropoxy-5-(trifluoromethyl)-2-pyridyl]methyl]-2-azaspiro[3.3]heptan-2-yl]methanone C1(CC1)C1=NNC(=N1)C1CC2(CN(C2)C(=O)N2CC3(C2)CC(C3)CC3=NC(=C(C=C3)C(F)(F)F)OC(C)C)C1